(4-(methyl-(phenyl)amino)phenyl)benzofuran-6-carbaldehyde CN(C1=CC=C(C=C1)C=1OC2=C(C1)C=CC(=C2)C=O)C2=CC=CC=C2